C1(=CC=CC=C1)[As](O)O phenylarsonous acid